(E)-4-(m-tolylamino)but-2-en-1-ol C1(=CC(=CC=C1)NC/C=C/CO)C